2-amino-4-fluorobenzene-1-thiol NC1=C(C=CC(=C1)F)S